N-[4-(ethylpiperazin-4-ylsulfonyl)-2,6-dimethylphenyl]acetamide CCN1CCN(CC1)S(=O)(=O)C2=CC(=C(C(=C2)C)NC(=O)C)C